C(C)(C)(C)C=1C(C=CCC1)=O 2-tert-butyl-2,5-cyclohexadien-one